NCC(O)C1=C(C=CC=C1)Br 2-amino-1-(2-bromophenyl)ethan-1-ol